N[C@@H](CC[SH+]CC1=C(C=C(C(=C1)F)CC(CC(=O)OC)=O)F)C(=O)O [(3S)-3-amino-3-carboxypropyl][2,5-difluoro-4-(4-methoxy-2,4-dioxobutyl)phenyl]methyl-sulfonium